5-(Bromomethyl)-2-(difluoromethyl)pyridine BrCC=1C=CC(=NC1)C(F)F